(R)-5-((((6-(2-chloro-3-(3-chloro-2-(1-methyl-3-(((((S)-oxetan-2-yl)methyl)amino)methyl)-1H-indazol-6-yl)pyridin-4-yl)phenyl)-2-methoxypyridin-3-yl)methyl)amino)methyl)pyrrolidin-2-one ClC1=C(C=CC=C1C1=C(C(=NC=C1)C1=CC=C2C(=NN(C2=C1)C)CNC[C@H]1OCC1)Cl)C1=CC=C(C(=N1)OC)CNC[C@H]1CCC(N1)=O